COC1=NC2=C(N1C(=O)NCCC1=CC=CC=C1)C=C(C=C2)C=2C=NC=NC2 2-Methoxy-N-phenethyl-6-(pyrimidin-5-yl)-1H-benzo[d]imidazole-1-carboxamide